C1(CC1)CN1C(=CC=2C1=C(N=CC2)C2CCN(CC2)C(COC)=O)C2=NN1C(C(=CC(=C1)C(=O)OC)OC)=C2C methyl 2-(1-(cyclopropylmethyl)-7-(1-(2-methoxyacetyl) piperidin-4-yl)-1H-pyrrolo[2,3-c]pyridin-2-yl)-4-methoxy-3-methylpyrazolo[1,5-a]pyridine-6-carboxylate